C(CCCCC(=O)OCC(CCCC)CC)(=O)OCC(CCCC)CC bis(2-ethyl hexyl) adipate